FC1=CC=C(C=C1)N(C(=O)[C@H]1N(CC1)C(=O)OC(C)(C)C)C tert-butyl (S)-2-((4-fluorophenyl)(methyl)carbamoyl)azetidine-1-carboxylate